CO[C@@H]1CNCC[C@H]1N(C(OC(C)(C)C)=O)C trans-tert-butyl ((3R,4R)-3-methoxypiperidin-4-yl)(methyl)carbamate